ClC1=CC=C(C(=N1)C(=O)OC(C)(C)C)NC(C)C=1C=C(C=C2C(C=C(OC12)SCC)=O)C(F)(F)F tert-Butyl 6-chloro-3-[1-[2-ethylsulfanyl-4-oxo-6-(trifluoromethyl)chromen-8-yl]ethylamino]pyridine-2-carboxylate